7-methyl-2-((2S)-2-(1-methyl-1H-pyrazol-4-yl)-4-morpholinyl)-4-(cis-4-(trifluoromethyl)cyclohexyl)pyrido[2,3-d]pyrimidine CC=1C=CC2=C(N=C(N=C2[C@@H]2CC[C@@H](CC2)C(F)(F)F)N2C[C@@H](OCC2)C=2C=NN(C2)C)N1